FC1(C[C@@H]2[C@@H]([C@H](C[C@]1(N2)C)C(=C)C2=CN=C(N=N2)C=2C=C1C=CN=CC1=CC2O)OC)F 6-(6-(1-((1R,3R,4R,5R)-7,7-difluoro-4-methoxy-1-methyl-8-azabicyclo[3.2.1]octan-3-yl)vinyl)-1,2,4-triazin-3-yl)isoquinolin-7-ol